C(C)(C)(C)[Si](OC[C@H]1[C@@H](C1)C=C)(C1=CC=CC=C1)C1=CC=CC=C1 tert-Butyldiphenyl(((1R,2S)-2-vinylcyclopropyl)methoxy)silane